N-(2,5-dimethoxyphenyl)-N-(phenylsulfonyl)benzenesulfonamide COC1=C(C=C(C=C1)OC)N(S(=O)(=O)C1=CC=CC=C1)S(=O)(=O)C1=CC=CC=C1